(2-((2,6-dimethylphenyl)sulfonyl)ethyl)azepane CC1=C(C(=CC=C1)C)S(=O)(=O)CCN1CCCCCC1